(S)-1-(5-cyanopyridin-3-yl)-3-(7-(1-hydroxyethyl)-2-methylpyrazolo[1,5-a]pyrimidin-6-yl)urea C(#N)C=1C=C(C=NC1)NC(=O)NC=1C=NC=2N(C1[C@H](C)O)N=C(C2)C